C1(=CC=CC=C1)C1=NC(=C(N=C1C1=CC=CC=C1)C1=CC=CC=C1)[Ir]C1=C(N=C(C(=N1)C1=CC=CC=C1)C1=CC=CC=C1)C1=CC=CC=C1 bis(2,3,5-triphenylpyrazinyl)iridium